C(C)NC(=O)C1CC(C1)(C1=CC(=C(C=C1)CN1CCCC1)F)F trans-N-ethyl-3-fluoro-3-[3-fluoro-4-(pyrrolidin-1-ylmethyl)phenyl]-cyclobutanecarboxamide